3-(3-benzyl-5-oxo-6,7,8,9-tetrahydropyrazolo[1,5-a]pyrido[4,3-e]pyrimidin-4(5H)-yl)-N,1-dimethyl-1H-pyrazole-5-carboxamide trifluoroacetic acid salt FC(C(=O)O)(F)F.C(C1=CC=CC=C1)C=1C=NN2C1N(C(C1=C2CNCC1)=O)C1=NN(C(=C1)C(=O)NC)C